7-[(3aR,4R,6R,6aR)-6-ethenyl-2,2-dimethyl-tetrahydro-2H-furo[3,4-d][1,3]dioxol-4-yl]-5-bromo-4-chloro-7H-pyrrolo[2,3-d]pyrimidine C(=C)[C@H]1O[C@H]([C@H]2[C@@H]1OC(O2)(C)C)N2C=C(C1=C2N=CN=C1Cl)Br